N-{[4-(1,4-dioxan-2-ylmethoxy)-3-nitrophenyl]sulfonyl}-2-(1H-indol-5-yloxy)benzamide O1C(COCC1)COC1=C(C=C(C=C1)S(=O)(=O)NC(C1=C(C=CC=C1)OC=1C=C2C=CNC2=CC1)=O)[N+](=O)[O-]